CC1=CC=2C(=NC(=CC2)C)N1 2,6-dimethyl-1H-pyrrolo[2,3-b]pyridine